4-cyano-N-(3-(isoxazol-4-yl)-1H-indazol-5-yl)-3-methoxypicolinamide C(#N)C1=C(C(=NC=C1)C(=O)NC=1C=C2C(=NNC2=CC1)C=1C=NOC1)OC